NC=1C(=C(C=C2C=C(N=CC12)NC(O[C@H]1CN(C(C1)=O)C)=O)C1=C(C2=C(OCCN2)N=C1)C)F (R)-1-methyl-5-oxopyrrolidin-3-yl (8-amino-7-fluoro-6-(8-methyl-2,3-dihydro-1H-pyrido[2,3-b][1,4]oxazin-7-yl)isoquinolin-3-yl)carbamate